N-(5-(4,4,5,5-tetramethyl-1,3,2-dioxaborolan-2-yl)pyrazin-2-yl)benzo[d]thiazol-2-amine CC1(OB(OC1(C)C)C=1N=CC(=NC1)NC=1SC2=C(N1)C=CC=C2)C